1-(3-bromo-5-fluorophenyl)-3-chloropropane-1-one BrC=1C=C(C=C(C1)F)C(CCCl)=O